[Si](C)(C)(C(C)(C)C)OCCCCC=1C=C(C(=NC1)C(C)C)N1CN=CC2=C1N=C(C(=C2)F)Cl 1-(5-(4-((tert-butyldimethylsilyl)oxy)butyl)-2-isopropylpyridin-3-yl)-7-chloro-6-fluoropyrido[2,3-d]pyrimidine